sulfooxy-palladium S(=O)(=O)(O)O[Pd]